O=C1NC(CCC1C=1C=CC(=NC1)N1CCC(CC1)S(=O)(=O)N1CCC(CC1)C(=O)O)=O 1-((1-(5-(2,6-dioxopiperidin-3-yl)pyridin-2-yl)piperidin-4-yl)sulfonyl)piperidine-4-carboxylic acid